[2-(2-methoxy-4-{8-methoxy-1-phenyl-1H-pyrazolo[4,3-c]quinolin-3-yl}phenoxy)ethyl]dimethylamine COC1=C(OCCN(C)C)C=CC(=C1)C1=NN(C2=C1C=NC=1C=CC(=CC21)OC)C2=CC=CC=C2